FC1=C(C=C(C(=C1O)F)C(F)(F)F)C1=NN(C2=NC(=NC=C21)N2CCC(CC2)O)C 1-(3-(2,4-Difluoro-3-hydroxy-5-(trifluoromethyl)phenyl)-1-methyl-1H-pyrazolo[3,4-d]pyrimidin-6-yl)piperidin-4-ol